O[C@@H]1C2=CC(=CC=C2N2[C@H]1NC1=CC=CC=C1C2=O)[N+](=O)[O-] (5aR,6R)-6-hydroxy-8-nitro-5a,6-dihydroindolo[2,1-b]quinazolin-12(5H)-one